FC1=NN(C2=CC(=CC=C12)COC1=CC=CC(=N1)C1CCN(CC1)CC1=NC2=C(N1C[C@H]1OCC1)C=C(C=C2)C(=O)O)C (S)-2-((4-(6-((3-Fluoro-1-methyl-1H-indazol-6-yl)methoxy)pyridin-2-yl)piperidin-1-yl)methyl)-1-(oxetan-2-ylmethyl)-1H-benzo[d]imidazole-6-carboxylic acid